FC=1C=C(C=C(C1)C)N1CCC=2C=C(N=CC2C1)C(=O)O 7-(3-fluoro-5-methylphenyl)-5,6,7,8-tetrahydro-2,7-naphthyridine-3-carboxylic acid